BrC=1C=CC=2C3=C(C=NC2C1)N=C(N3CC3=CC=C(C=C3)OC)CN3C(CCC3)=O 1-((7-bromo-1-(4-methoxybenzyl)-1H-imidazo[4,5-c]quinolin-2-yl)methyl)pyrrolidin-2-one